ClC(C(C(=C(C(=O)O)Cl)Cl)(Cl)Cl)CCCCCCCCCC Pentachloropentadecenoic Acid